2-[(4-chloro-3-nitrophenyl)sulfonylamino]benzoic acid ClC1=C(C=C(C=C1)S(=O)(=O)NC1=C(C(=O)O)C=CC=C1)[N+](=O)[O-]